(2R,3S)-2-(chloromethyl)-2-((isobutyryloxy)methyl)-5-(3-oxo-5-(1H-1,2,4-triazol-1-yl)-1,2,4-triazin-2(3H)-yl)tetrahydrofuran-3-yl isobutyrate C(C(C)C)(=O)O[C@@H]1[C@](OC(C1)N1N=CC(=NC1=O)N1N=CN=C1)(COC(C(C)C)=O)CCl